C(C)(C)(C)C1N(CC12C(NCC2)=O)C(=O)OCCOCCOCCOC 2-[2-(2-methoxyethoxy)ethoxy]Ethanol tert-butyl-5-oxo-2,6-diazaspiro[3.4]octane-2-carboxylate